OCCOC1=CC=C(C=C1)OCCO 1,4-bis-(β-hydroxyethoxy)benzene